OC=1C(=NC=CC1NC=1C(C(C1NC1C(CCC=2C=C(OC21)C)(C)C)=O)=O)C(=O)N2CC1CCC(C2)N1C 3-((3-hydroxy-2-(8-methyl-3,8-diazabicyclo[3.2.1]octane-3-carbonyl)pyridin-4-yl)amino)-4-((2,6,6-trimethyl-4,5,6,7-tetrahydrobenzofuran-7-yl)amino)cyclobut-3-ene-1,2-dione